Cl.FC(CN1N=CC=2C1=NC(=CN2)N2CCC1(CC(NC1)=O)CC2)F 8-(1-(2,2-difluoroethyl)-1H-pyrazolo[3,4-b]pyrazin-6-yl)-2,8-diazaspiro[4.5]decan-3-one hydrochloride